(R)-8-(2,4-dichlorophenyl)-9-(3-((1-(3-fluoropropyl)pyrrolidin-3-yl)oxy)-2-methylphenyl)-6,7-dihydro-5H-benzo[7]annulene-3-carboxylic acid ClC1=C(C=CC(=C1)Cl)C=1CCCC2=C(C1C1=C(C(=CC=C1)O[C@H]1CN(CC1)CCCF)C)C=CC(=C2)C(=O)O